tert-butyl N-[1-[4-(3,4-dichloroanilino)pyrido[3,2-d]pyrimidin-6-yl]azetidin-3-yl]-N-methyl-carbamate ClC=1C=C(NC=2C3=C(N=CN2)C=CC(=N3)N3CC(C3)N(C(OC(C)(C)C)=O)C)C=CC1Cl